C(C)(=O)O[C@@H]1[C@H](OC([C@@H](C1(F)F)N=[N+]=[N-])O)CN=[N+]=[N-] (2R,3R,5S)-5-azido-2-(azidomethyl)-4,4-difluoro-6-hydroxytetrahydro-2H-pyran-3-yl acetate